FC=1C=C2CNCC2=CC1 5-Fluoroisoindoline